(1S,3R,5R)-N-(3-(1,2,4-triazin-3-yl)-4-(trifluoromethyl)phenyl)-1-(5-ethyl-1,3,4-oxadiazol-2-yl)-3-methyl-6-azabicyclo[3.1.1]heptane-6-carboxamide N1=NC(=NC=C1)C=1C=C(C=CC1C(F)(F)F)NC(=O)N1[C@@H]2C[C@H](C[C@]1(C2)C=2OC(=NN2)CC)C